O=C1NC(CCC1N1C(C2=CC=CC(=C2C1=O)NCCOCCOC=1C=C(C=CC1)CC(=O)NC=1SC(=C(N1)C=1C=C2CCN(C2=CC1)C(=O)C1=CN=CN1C)C)=O)=O 2-(3-(2-(2-(2-(2,6-dioxopiperidin-3-yl)-1,3-dioxoisoindolin-4-ylamino)ethoxy)ethoxy)phenyl)-N-(5-methyl-4-(1-(1-methyl-1H-imidazole-5-carbonyl)indolin-5-yl)thiazol-2-yl)acetamide